O[C@H](CNC(=O)C1=NC=C(C=N1)NC(O[C@H](C)[C@H](C)OC1=C(C=C2C(=N1)SC(=N2)C2=C1N=CC(=NC1=CC(=C2)C)OC)F)=O)C (2R,3S)-3-((6-fluoro-2-(2-methoxy-7-methylquinoxalin-5-yl)thiazolo[5,4-b]pyridine-5-yl)oxy)butan-2-yl (2-(((S)-2-hydroxypropyl)carbamoyl)pyrimidin-5-yl)carbamate